copper cis-oleate C(CCCCCCC\C=C/CCCCCCCC)(=O)[O-].[Cu+2].C(CCCCCCC\C=C/CCCCCCCC)(=O)[O-]